FC1=CC=C(C=C1)C1(CC1)NC=1C2=C(N=C(N1)SCCC)N(N=N2)C2CC(C1C2OC(O1)(C)C)O 6-[7-[[(4-Fluorophenyl)cyclopropyl]amino]-5-(propylthio)-3H-1,2,3-triazolo[4,5-d]pyrimidin-3-yl]-tetrahydro-2,2-dimethyl-4H-cyclopenta-1,3-dioxol-4-ol